(3R,11bS)-9,10-dimethoxy-2-methyl-3-neopentyl-1,3,4,6,7,11b-hexahydro-2H-pyrazino[2,1-a]isoquinoline COC=1C=C2CCN3[C@@H](C2=CC1OC)CN([C@@H](C3)CC(C)(C)C)C